(R and S)-2-Ethoxy-N-(3-oxo-2-(quinuclidin-2-ylmethyl)isoindolin-4-yl)benzamide C(C)OC1=C(C(=O)NC2=C3C(N(CC3=CC=C2)C[C@@H]2N3CCC(C2)CC3)=O)C=CC=C1 |r|